O1[C@@H]2CN([C@H](C3=C1C=CC=C3)C2)C(=O)C2C(C2(C)C)(C)C [(2S,5S)-2,3-dihydro-2,5-methano-1,4-benzoxazepin-4(5H)-yl](2,2,3,3-tetramethylcyclopropyl)methanone